ClC=1C=C(C=C(C1F)Cl)C(C1=NOC(=N1)CC(C(=O)O)=C)(F)F ((3-((3,5-dichloro-4-fluorophenyl)difluoromethyl)-1,2,4-oxadiazol-5-yl)methyl)acrylic acid